N[C@H](C(=O)O)CC1=C(C=C(C=C1)C1=CC=CC=C1)Cl (S)-2-amino-3-(3-chloro-[1,1'-biphenyl]-4-yl)propanoic acid